oxetan-3-yl cis-2-(biphenyl-3-ylmethyl)-3-((methylsulfonyl) amino)piperidine-1-carboxylate C1(=CC(=CC=C1)C[C@@H]1N(CCC[C@@H]1NS(=O)(=O)C)C(=O)OC1COC1)C1=CC=CC=C1